4-(3-hydroxypyrrolidin-1-yl)cyclobut-3-en-1,2-dione hydrochloride Cl.OC1CN(CC1)C1=CC(C1=O)=O